(R)-1-(1-(1H-imidazol-4-yl)ethyl)-4-(azetidin-1-yl)-7-bromoquinazolin-2(1H)-one N1C=NC(=C1)[C@@H](C)N1C(N=C(C2=CC=C(C=C12)Br)N1CCC1)=O